[Si]([O-])([O-])([O-])[O-].[Li+].[Li+].[Li+].[Li+] Lithium SILICATE